Methyl 7-(hydroxymethyl)-2-oxo-1,3-bis((2-(trimethylsilyl)ethoxy)methyl)-2,3-dihydro-1H-benzo[d]imidazole-4-carboxylate OCC1=CC=C(C2=C1N(C(N2COCC[Si](C)(C)C)=O)COCC[Si](C)(C)C)C(=O)OC